C(C)(C)NC N-isopropyl-methylamine